2'-fluoro-N4-{[1-(methoxymethyl)cyclopentyl]methyl}-N4-methyl-5'-(trifluoromethyl)[2,3'-bipyridine]-4,5,6-triamine FC1=NC=C(C=C1C1=NC(=C(C(=C1)N(C)CC1(CCCC1)COC)N)N)C(F)(F)F